8-chloro-6-(1'-(3,3,3-trifluoro-2,2-dimethylpropanoyl)-4,4'-bipiperidin-1-yl)isoquinolin-1(2H)-one ClC=1C=C(C=C2C=CNC(C12)=O)N1CCC(CC1)C1CCN(CC1)C(C(C(F)(F)F)(C)C)=O